(1R,3S)-3-(3-{[(3,5-difluorophenyl)acetyl]-amino}-1H-pyrazol-5-yl)cyclopentyl ethyl-carbamate C(C)NC(O[C@H]1C[C@H](CC1)C1=CC(=NN1)NC(CC1=CC(=CC(=C1)F)F)=O)=O